[(2R,3S,4R,5R)-5-(4-aminopyrrolo[2,1-f][1,2,4]triazin-7-yl)-5-cyano-3,4-dihydroxy-tetrahydrofuran-2-yl]methyl (4S)-4-benzyl-2-oxo-oxazolidine-3-carboxylate C(C1=CC=CC=C1)[C@@H]1N(C(OC1)=O)C(=O)OC[C@H]1O[C@@]([C@@H]([C@@H]1O)O)(C#N)C1=CC=C2C(=NC=NN21)N